NC1=C2N=CN(C2=NC=N1)[C@@H]1C[C@@H]2COP(O[C@H]3[C@H]([C@@H](O[C@@H]3COP(OC[C@@H]12)(=O)S)N1C2=NC=NC(=C2N=C1)N)F)(=O)S (1R,6S,8R,9R,15R,17R,18R)-8,17-Bis(6-amino-9H-purin-9-yl)-18-fluoro-3,12-disulfanyl-2,4,11,13,16-pentaoxa-3λ5,12λ5-diphosphatricyclo[13.3.0.06,9]octadecan-3,12-dion